NC1=NC(N(C=C1C#CCCN(C(CCC(=O)OC)=O)O)[C@@H]1O[C@@H]([C@H](C1)O)CO)=O methyl 4-((4-(4-amino-1-((2R,4S,5R)-4-hydroxy-5-(hydroxymethyl)-tetrahydrofuran-2-yl)-2-oxo-1,2-dihydropyrimidin-5-yl)but-3-yn-1-yl)(hydroxy)amino)-4-oxobutanoate